BrC=1C=[N+](C=CC1)[O-] 3-bromopyridin oxide